C[N+](CC(COCCCCCCCC\C=C/CCCCCCCC)OCCCCCCCC\C=C/CCCCCCCC)(CCCO)C dimethyl-3-hydroxypropyl-2,3-dioleyloxypropylammonium